(R)-2-(1-(6-(5-(((4-(3,3-difluorocyclobutyl)pyrimidin-2-yl)oxy)methyl)-1-methyl-1H-1,2,3-triazol-4-yl)-2-ethylpyridin-3-yl)piperidin-3-yl)acetic acid FC1(CC(C1)C1=NC(=NC=C1)OCC1=C(N=NN1C)C1=CC=C(C(=N1)CC)N1C[C@H](CCC1)CC(=O)O)F